C(C)(C)(C)OC(=O)N1C[C@H](CCC1)NC=1C2=C(N=CN1)C(=CC(=N2)C2=CC=C(C=C2)CO)C(N)=O (3S)-3-([8-carbamoyl-6-[4-(hydroxymethyl)phenyl]pyrido[3,2-d]pyrimidin-4-yl]amino)piperidine-1-carboxylic acid tert-butyl ester